C(C)(C)C1=NC(=CC(=C1NC(=O)N=S(=O)(NC(C1=CC=CC=C1)(C1=CC=CC=C1)C1=CC=CC=C1)C=1C=NN2C1OC[C@H](C2)OC)C(C)C)OC (6S)-N'-((2,4-diisopropyl-6-methoxypyridin-3-yl)carbamoyl)-6-methoxy-N-trityl-6,7-dihydro-5H-pyrazolo[5,1-b][1,3]oxazine-3-sulfonimidamide